1-(4-chloro-1-phenyl-3-(piperidin-4-yl)-1H-pyrazol-5-yl)-3-((3s,4r)-4-(3,4-difluorophenyl)-1-(2-methoxyethyl)pyrrolidin-3-yl)urea dihydrochloride Cl.Cl.ClC=1C(=NN(C1NC(=O)N[C@@H]1CN(C[C@H]1C1=CC(=C(C=C1)F)F)CCOC)C1=CC=CC=C1)C1CCNCC1